Hydrazin Hydrat O.NN